FC=1C=C2C=C(N(C2=CC1)S(=O)(=O)C1=CC=C(C=C1)C)C1=CC=CC=C1 5-fluoro-2-phenyl-1-[(4-methylphenyl)sulfonyl]-1H-indole